C(C)(C)(C)C1=CC=C(C=C1)N(C(=O)[C@@H]1N(CCC1)C(=O)OCC1=CC=CC=C1)C(C(=O)NC=1C=NC(=CC1)OC)C=1C=NC=CC1 Benzyl (2R)-2-[(4-tert-butylphenyl)-[2-[(6-methoxy-3-pyridyl) amino]-2-oxo-1-(3-pyridyl)ethyl]carbamoyl]pyrrolidine-1-carboxylate